di-2-butenoic acid amide C(C=CC)(=O)N.C(C=CC)(=O)N